NCC(CC(=O)O)C1=CC=C(C=C1)Cl 4-Amino-3-(4-chlorophenyl)Butyric Acid